FC=1C=C(C(=NC1NC1=CC2=C(N(C(N2)=O)C)C=C1)N1C[C@@H](C([C@@H](C1)C)F)C)C#N 5-fluoro-2-[(3S,5R)-4-fluoro-3,5-dimethyl-1-piperidyl]-6-[(1-methyl-2-oxo-3H-benzimidazol-5-yl)amino]pyridine-3-carbonitrile